FC1(CN(CC[C@H]1NC1=NN2C(C(=N1)OC)=C(C(=C2)F)C=2C=CC1=C(N(N=N1)CCCF)C2)C([2H])([2H])[2H])F (R)-N-(3,3-difluoro-1-(methyl-d3)piperidin-4-yl)-6-fluoro-5-(1-(3-fluoropropyl)-1H-benzo[d][1,2,3]triazol-6-yl)-4-methoxypyrrolo[2,1-f][1,2,4]triazin-2-amine